C=CC prop-1-ene